C(C)N1C2(CC2)CN(C(C1)CC)CC 4,6,7-triethyl-4,7-diazaspiro[2.5]octane